[2-[[(2R)-2-[[(2R)-2-amino-3-phenyl-propionyl]amino]-4-cyclopropyl-butyryl]amino]hexanoyl]piperidine-4-carboxylic acid N[C@@H](C(=O)N[C@@H](C(=O)NC(C(=O)N1CCC(CC1)C(=O)O)CCCC)CCC1CC1)CC1=CC=CC=C1